(S)-N-(2,3-dihydro-1H-inden-1-yl)-2-(5-methylpyridin-3-yl)-benzo[d]thiazole-6-carboxamide [C@@H]1(CCC2=CC=CC=C12)NC(=O)C1=CC2=C(N=C(S2)C=2C=NC=C(C2)C)C=C1